C(C=C)C1=CC(=C(OC2=C(C(C#N)=CC=C2)C#N)C(=C1)OC)OC 3-(4-allyl-2,6-dimethoxyphenoxy)phthalonitrile